C(C=C)(=O)O.C(C=C)(=O)O.C(C=C)(=O)O.C(O)C(CC)(CO)CO Trimethylolpropan triacrylate